ClC1=C(OCC(=O)O)C=CC(=C1)Cl L-2,4-Dichlorophenoxyacetic acid